3-((R)-2-(2-ethoxy-6-(4-(methoxycarbonyl)piperazin-1-yl)nicotinamido)-1-hydroxyethyl)-7-(oxazol-5-ylmethoxy)-3,4-dihydroisoquinoline C(C)OC1=C(C(=O)NC[C@@H](O)C2N=CC3=CC(=CC=C3C2)OCC2=CN=CO2)C=CC(=N1)N1CCN(CC1)C(=O)OC